tantalum pentaacetate C(C)(=O)[O-].C(C)(=O)[O-].C(C)(=O)[O-].C(C)(=O)[O-].C(C)(=O)[O-].[Ta+5]